(S)-4-(3-(but-2-ynamido)piperidin-1-yl)-6-(4-phenoxyphenyl)-1H-pyrrolo[3,2-c]pyridine C(C#CC)(=O)N[C@@H]1CN(CCC1)C1=NC(=CC2=C1C=CN2)C2=CC=C(C=C2)OC2=CC=CC=C2